(S)-2-benzylsulfonyl-1-(oxetan-2-ylmethyl)-1H-benzo[d]imidazole-6-carboxylic acid methyl ester COC(=O)C=1C=CC2=C(N(C(=N2)S(=O)(=O)CC2=CC=CC=C2)C[C@H]2OCC2)C1